Cl.CC=1N=C2N(C=C(N=C2C)NC(=O)C=2C(=NC(=NC2)N2CC3CNCC3C2)O)C1 N-(2,8-dimethylimidazo[1,2-a]pyrazin-6-yl)-2-(hexahydropyrrolo[3,4-c]pyrrol-2(1H)-yl)-4-hydroxypyrimidine-5-carboxamide hydrochloride